Cl.BrC=1C=C(C=CC1)NC1=NC=NC2=CC(=C(C=C12)OC)OC 4-(3-bromophenylamino)-6,7-dimethoxyquinazoline hydrochloride